C1(=C(C=CC=C1)C1=NC=NC(=N1)C1=C(C=CC=C1)C1=CC=CC=C1)C1=CC=CC=C1 4-(1,1'-biphenyl-2-yl)-6-biphenylyl-1,3,5-triazine